FC=1C=CC(=NC1)C1(CCOC2(CCCC2)C1)CCNCC=1SC=CC1Cl {2-[9-(5-fluoro-pyridin-2-yl)-6-oxa-spiro[4.5]dec-9-yl]-ethyl}-((3-chlorothiophene-2-yl)-methyl)-amine